C(#N)C1(CC1)NS(=O)(=O)C1=CC=C2C3=C(NC2=C1)N=CN=C3C3=CCC(CC3)=O N-(1-cyanocyclopropyl)-4-(4-oxocyclohex-1-en-1-yl)-9H-pyrimido[4,5-b]indole-7-sulfonamide